NC1=C(C=C(C=C1)C1(C2=CC=CC=C2C=2C=CC=CC12)C1=CC(=C(C=C1)N)F)F 9,9-bis(4-amino-3-Fluorophenyl)Fluorene